C1(CC1)C1=NOC2=C1C=C(C=C2)C(=O)O 3-cyclopropyl-1,2-benzoxazole-5-carboxylic acid